(4,7-dimethoxy-1H-indol-2-yl)((3R,5R)-4-(2-fluoro-4-methoxybenzoyl)-3,5-dimethylpiperazin-1-yl)methanone COC1=C2C=C(NC2=C(C=C1)OC)C(=O)N1C[C@H](N([C@@H](C1)C)C(C1=C(C=C(C=C1)OC)F)=O)C